5-(4-((5-hydroxypentyl)oxy)butyl)-4-phenyl-3a-(1-phenylvinyl)-1,2,3,3a,6,6a-hexahydropentalen OCCCCCOCCCCC1=C(C2(CCCC2C1)C(=C)C1=CC=CC=C1)C1=CC=CC=C1